CC(C=C)(CC=CC(C)(O)C)O 3,7-dimethyl-1,5-octadien-3,7-diol